Methyl 3-(2-fluoro-5-(pyrimidin-2-yl)-4-(trifluoromethyl)benzamido)-2-phenyl-2H-indazole-6-carboxylate FC1=C(C(=O)NC=2N(N=C3C=C(C=CC23)C(=O)OC)C2=CC=CC=C2)C=C(C(=C1)C(F)(F)F)C1=NC=CC=N1